O=C1NC2=C(N1C1CCNCC1)C=CC=C2 2-oxo-1-(piperidin-4-yl)-2,3-dihydro-1H-benzo[d]imidazol